COC1=CC=C(C=C1)C=CC(=O)OCC(CCCC)CC 2-Ethylhexyl 3-(4-methoxyphenyl)prop-2-enoate